Cl.NC1=NC=CC(=C1F)CC1=CC(=C(N(C1=O)C)NC1=C(C=C(C=C1)I)F)C(=O)O 5-[(2-amino-3-fluoropyridin-4-yl)methyl]-2-(2-fluoro-4-iodoanilino)-1-methyl-6-oxopyridine-3-carboxylic acid hydrochloride